C(C)(C)(C)OC(=O)N1CC2CN(CC(C1)O2)C=2C=CC1=C(N=C(O1)C1=CN=C(C3=CN=C(C=C13)NC(=O)C1CC1)NC)C2.N2=CC(=CC=C2)C(C)=O 1-(pyridine-3-yl)ethan-1-one tert-butyl-7-(2-(6-(cyclopropanecarboxamido)-1-(methylamino)-2,7-naphthyridin-4-yl)benzo[d]oxazol-5-yl)-9-oxa-3,7-diazabicyclo[3.3.1]nonane-3-carboxylate